ClC1=CC=C(C=C1)C=1C=C(C(N(N1)C1=CC(=CC=C1)F)=O)C(=O)NCC(CO)C 6-(4-chlorophenyl)-2-(3-fluorophenyl)-N-(3-hydroxy-2-methylpropyl)-3-oxo-2,3-dihydropyridazine-4-carboxamide